(+-)-cis-N-(6,8-dichloro-2,7-naphthyridin-3-yl)-2-methyl-cyclopropanecarboxamide ClC=1C=C2C=C(N=CC2=C(N1)Cl)NC(=O)[C@H]1[C@H](C1)C |r|